C(C)(C)(C)OC(=O)N1CCC2(CC(C2)N2C(CN(CC2)C)C2=C(C=CC=C2)C2CC2)CC1 2-(2-(2-Cyclopropylphenyl)-4-methylpiperazin-1-yl)-7-azaspiro[3.5]nonane-7-carboxylic acid tert-butyl ester